C(C)OC(=O)C1=CN(C2=CC(=C(C=C2C1=O)F)N1[C@H](CCC1)COC1=NC=CC=C1)C=1C(=C2CCNC2=CC1)F (R)-6-fluoro-1-(4-fluoroindolin-5-yl)-4-oxo-7-(2-((pyridin-2-yloxy)methyl)pyrrolidin-1-yl)-1,4-dihydroquinoline-3-carboxylic acid ethyl ester